FC1=C(C=CC=2C=C3N(C12)[C@@H](CNC3=O)C)C(=O)NC=3C=NN(C3)CC=3C=NC(=CC3)C(C)(C)O (R)-6-fluoro-N-(1-((6-(2-hydroxyprop-2-yl)pyridin-3-yl)methyl)-1H-pyrazol-4-yl)-4-Methyl-1-oxo-1,2,3,4-tetrahydropyrazino[1,2-a]indole-7-carboxamide